ClC1=C(C(=CC(=C1)C(F)(F)F)Cl)NC1=C(C=CC=C1)S(=O)(=O)NCCO (2,6-dichloro-4-trifluoromethylphenylamino)-N-(2-hydroxyethyl)-benzenesulfonamide